ClC1=C(OC=2C=CC(=C(C(=O)[O-])C2)[N+](=O)[O-])C=CC(=C1)C(F)(F)F 5-[2-chloro-4-(trifluoromethyl) phenoxy]-2-nitrobenzoate